FC(OC1=C(C=C(C=C1)OC=1C=NN(C1)CC1(CN(C1)CCN(C)C)O)C1=NN(C=C1NC(=O)C=1C=NN2C1N=CC=C2)C)F N-[3-[2-(difluoromethoxy)-5-[1-[[1-[2-(dimethylamino)ethyl]-3-hydroxy-azetidin-3-yl]methyl]pyrazol-4-yl]oxy-phenyl]-1-methyl-pyrazol-4-yl]pyrazolo[1,5-a]pyrimidine-3-carboxamide